2-(1H-1,2,3-triazol-1-yl)ethan-1-thiol N1(N=NC=C1)CCS